O=C(/C=C/C(=O)OC)SCCNC(CCNC(=O)[C@@H]1OC(OCC1(C)C)(C)C)=O methyl (2E)-4-oxo-4-[[2-(3-[[(4R)-2,2,5,5-tetramethyl-1,3-dioxan-4-yl]formamido]propanamido)ethyl]sulfanyl]but-2-enoate